The molecule is a branched amino pentasaccharide consisting of a linear chain of four alpha-linked D-mannose residues, with an N-acetyl glucosamine residue joined to residue 3, also via an alpha-linkage. It is a glucosamine oligosaccharide, an amino pentasaccharide and a (1->3)-alpha-D-mannooligosaccharide derivative. CC(=O)N[C@@H]1[C@H]([C@@H]([C@H](O[C@@H]1O[C@H]2[C@H]([C@@H]([C@H](O[C@@H]2O[C@H]3[C@H]([C@@H]([C@H](O[C@@H]3O[C@H]4[C@H]([C@@H]([C@H](OC4O)CO)O)O)CO)O)O)CO)O)O[C@@H]5[C@H]([C@H]([C@@H]([C@H](O5)CO)O)O)O)CO)O)O